O=C1NC(CCC1N1C(C2=CC=C(C=C2C1=O)CN1CCN(CC1)C1=NC=CC=C1C(F)(F)F)=O)=O 2-(2,6-dioxopiperidin-3-yl)-5-((4-(3-(trifluoromethyl)pyridin-2-yl)piperazin-1-yl)methyl)isoindoline-1,3-dione